(S)-(1-((4-(1,4-dimethyl-6-oxo-1,6-dihydropyridin-3-yl)-3-fluorophenyl)Amino)-1-oxo-3,3-diphenylpropan-2-yl)carbamic acid tert-butyl ester C(C)(C)(C)OC(N[C@H](C(=O)NC1=CC(=C(C=C1)C1=CN(C(C=C1C)=O)C)F)C(C1=CC=CC=C1)C1=CC=CC=C1)=O